C1(CCC1)CC=1C(=C2CCCC2=CC1)NC(=O)C=1OC=C(C1)C(=C)C ((5-(cyclobutylmethyl)-2,3-dihydro-1H-inden-4-yl)carbamoyl)-4-(prop-1-en-2-yl)furan